2-(4-(chloromethyl)phenoxy)-6-(methoxycarbonyl)tetrahydro-2H-pyran-3,4,5-triyl triacetate C(C)(=O)OC1C(OC(C(C1OC(C)=O)OC(C)=O)C(=O)OC)OC1=CC=C(C=C1)CCl